(R)-4-(2-cyanophenyl)-1-((4-hydroxy-1-(3-phenylbutyryl)piperidin-4-yl)methyl)-N-isopropyl-N-methyl-6-oxo-1,6-dihydropyridine-3-carboxamide C(#N)C1=C(C=CC=C1)C=1C(=CN(C(C1)=O)CC1(CCN(CC1)C(C[C@@H](C)C1=CC=CC=C1)=O)O)C(=O)N(C)C(C)C